ClC=1C(=CC2=C(CC(O2)([C@H]2NCCC2)C2=CC=CC=C2)C1C1=C(C=C2CC[C@H](C2=C1F)O)C(=O)N)F (1R,6S)-6-((1S)-5-Chloro-6-fluoro-2-phenyl-2-((S)-pyrrolidin-2-yl)-2,3-dihydrobenzofuran-4-yl)-7-fluoro-1-hydroxy-2,3-dihydro-1H-indene-5-carboxamide